FC1=CC(=CC=2N(C(=NC21)C2=CC=C(C=C2)S(=O)(=O)C)C)C2CCN(CC2)C2CC1CCC(C2)N1CC(C)C 4-fluoro-6-(1-(8-isobutyl-8-azabicyclo[3.2.1]oct-3-yl)piperidin-4-yl)-1-methyl-2-(4-(methylsulfonyl)phenyl)-1H-benzo[d]imidazole